6'-(5-(1-methyl-1,2,3,6-tetrahydropyridin-4-yl)-1H-pyrrolo[2,3-b]pyridin-3-yl)spiro[cyclohexane-1,1'-isoindolin]-3'-one CN1CCC(=CC1)C=1C=C2C(=NC1)NC=C2C2=CC=C1C(NC3(C1=C2)CCCCC3)=O